(2R,3S,4S)-4-hydroxy-2-[(4-methoxyphenyl)methyl]pyrrolidin-3-yl N-[(3-fluoroazetidine-3-yl)methyl]carbamate FC1(CNC1)CNC(O[C@H]1[C@H](NC[C@@H]1O)CC1=CC=C(C=C1)OC)=O